O.CS(=O)(=O)O.CS(=O)(=O)O.C(C)(=O)C1=CC2=C(O1)C(=C1C=CC=CC1=C2OC(=O)NCCNCCC(=O)O)OC(=O)NCCNCCC(=O)O 3,3'-((((((2-acetylnaphtho[2,3-b]furan-4,9-diyl)bis(oxy))bis(carbonyl))-bis(azanediyl))bis(ethane-2,1-diyl))bis(azanediyl))dipropionic acid dimethanesulfonate salt monohydrate